COC(=O)C1=CC2=C(N=C(S2)N2[C@H]3CC(C[C@@H]2CC3)OCC=3C(=NOC3C3CC3)C3=C(C=CC=C3Cl)Cl)C(=C1)C#N 4-cyano-2-((1R,3R,5S)-3-((5-cyclopropyl-3-(2,6-dichlorophenyl)isoxazol-4-yl)methoxy)-8-azabicyclo[3.2.1]oct-8-yl)benzo[d]thiazole-6-carboxylic acid methyl ester